((3-(2-(2-Chlorophenyl)acetamido)-5-(trifluoromethyl)phenyl)carbamoyl)(3-((1R,4R)-4-((dimethylamino)methyl)cyclohexyl)-1,2,3-oxadiazol-3-ium-5-yl)amide ClC1=C(C=CC=C1)CC(=O)NC=1C=C(C=C(C1)C(F)(F)F)NC(=O)[N-]C1=C[N+](=NO1)C1CCC(CC1)CN(C)C